ClC=1C(=NC(=C(C1)F)C1=CC2=C(OC(O2)(F)F)C=C1OC)C(=O)OC Methyl 3-chloro-6-(2,2-difluoro-6-methoxybenzo[d][1,3]dioxol-5-yl)-5-fluoropicolinate